((S)-1-(4-cyanophenyl) ethyl) pyrrolidin-3-yl phosphate P(=O)(O[C@@H](C)C1=CC=C(C=C1)C#N)(OC1CNCC1)[O-]